C(C)(C)(C)NC(C)(C)C bis-tertbutyl-amine